5'-(bromomethyl)-N-(4,5-dimethylisoxazol-3-yl)-N-(methoxymethyl)-2'-propoxy-[1,1'-biphenyl]-2-sulfonamide BrCC=1C=CC(=C(C1)C=1C(=CC=CC1)S(=O)(=O)N(COC)C1=NOC(=C1C)C)OCCC